((5-(2-Methoxypyridin-4-yl)-2,3-dihydro-1H-inden-4-yl)carbamoyl)((6-methyl-4,5,6,7-tetrahydrothieno[2,3-c]pyridin-2-yl)sulfonyl)amine sodium salt [Na].COC1=NC=CC(=C1)C=1C(=C2CCCC2=CC1)NC(=O)NS(=O)(=O)C1=CC2=C(CN(CC2)C)S1